FC=1C=C2C(=CN=CC2=CC1)N1CC=2N=C(N=C(C2CC1)N1C[C@@H](NCC1)CC#N)OC[C@H]1N(CCC1)C 2-[(2S)-4-[7-(6-fluoro-4-isoquinolyl)-2-[[(2S)-1-methylpyrrolidin-2-yl]methoxy]-6,8-dihydro-5H-pyrido[3,4-d]pyrimidin-4-yl]piperazin-2-yl]acetonitrile